O=C1NC(CCC1OC1=CC=C(C=C1)C1CCN(CC1)CC1CCC(CC1)C=1N=C2N(C=C(C(=C2)OC(C)C)C(=O)NC=2C=NN3C2N=CC=C3)C1)=O 2-[4-[[4-[4-[(2,6-dioxo-3-piperidyl)oxy]phenyl]-1-piperidyl]methyl]cyclohexyl]-7-isopropoxy-N-pyrazolo[1,5-a]pyrimidin-3-yl-imidazo[1,2-a]pyridine-6-carboxamide